Cl.N[C@H](C(=O)N1CC(N(C(C1)C)C(=O)N1CCOCC1)C)C (2S)-2-Amino-1-(3,5-dimethyl-4-(morpholine-4-carbonyl)piperazin-1-yl)propan-1-one hydrochloride